CC1=C(C=C(C=C1)C(=O)NC2=CC(=CC(=C2)C(F)(F)F)N3C=C(N=C3)C)NC4=NC=CC(=N4)C5=CN=CC=C5 The molecule is a member of (trifluoromethyl)benzenes, a member of pyrimidines, a member of pyridines, a member of imidazoles, a secondary amino compound and a secondary carboxamide. It has a role as an antineoplastic agent, a tyrosine kinase inhibitor and an anticoronaviral agent.